[Mn].[Co].[Ni].[Mn] manganese nickel-cobalt-manganese